CN(CCCNS(=O)(=O)C(C(C(C(C(C(C(C(F)(F)F)(F)F)(F)F)(F)F)(F)F)(F)F)(F)F)(F)F)C N-[3-(dimethylamino)-propyl]perfluorooctyl-sulfonamide